1-(4-(3-(3-(trifluoromethyl)phenyl)pyrazin-2-yl)piperazin-1-yl)prop-2-en-1-one tert-butyl-N-[1-(6-chloro-5-fluoro-1-oxo-2H-2,7-naphthyridin-3-yl)cyclobutyl]carbamate C(C)(C)(C)OC(NC1(CCC1)C=1NC(C2=CN=C(C(=C2C1)F)Cl)=O)=O.FC(C=1C=C(C=CC1)C=1C(=NC=CN1)N1CCN(CC1)C(C=C)=O)(F)F